(S)-(3-((1-(5-(2-(ethyl(isopropyl)carbamoyl)-4-fluorophenoxy)pyrimidine-4-yl)pyrrolidin-3-yl)methyl)-3-azaspiro[5.5]undec-9-yl)benzyl carbamate C(N)(O[C@H](C1=CC=CC=C1)C1CCC2(CCN(CC2)CC2CN(CC2)C2=NC=NC=C2OC2=C(C=C(C=C2)F)C(N(C(C)C)CC)=O)CC1)=O